OC1=C(C=CC=C1)C(C#CC1=CC=CC=C1)=O 1-(2-hydroxyphenyl)-3-phenylpropan-2-yn-1-one